FC1=CC(=C(CC2=C(N=C3N2CCN=C3)I)C=C1)C(F)(F)F 3-(4-Fluoro-2-(trifluoromethyl)benzyl)-2-iodo-5,6-dihydroimidazo[1,2-a]pyrazine